C1(CCCC1)CNC(OC1=CC=CC=C1)=O phenyl (cyclopentylmethyl)carbamate